N-(3-(1,1-difluoropropyl)phenyl)-1-(1-(4-methoxybenzyl)-1H-benzo[d]imidazol-6-yl)-3-methyl-5-oxo-4,5-dihydro-1H-pyrazole-4-carboxamide FC(CC)(F)C=1C=C(C=CC1)NC(=O)C1C(=NN(C1=O)C=1C=CC2=C(N(C=N2)CC2=CC=C(C=C2)OC)C1)C